N-((S)-4-methyl-1-oxo-1-(((S)-3-oxo-1-((S)-2-oxopyrrolidin-3-yl)-4-(2,3,5,6-tetrafluorophenoxy)butan-2-yl)amino)pentan-2-yl)quinoline-2-carboxamide CC(C[C@@H](C(N[C@@H](C[C@H]1C(NCC1)=O)C(COC1=C(C(=CC(=C1F)F)F)F)=O)=O)NC(=O)C1=NC2=CC=CC=C2C=C1)C